N-(6-(2H-1,2,3-triazol-2-yl)-5-(trifluoromethyl)pyridin-3-yl)-4-(3-amino-5-bromopyridin-4-yl)-2-chloro-5-fluorobenzamide N=1N(N=CC1)C1=C(C=C(C=N1)NC(C1=C(C=C(C(=C1)F)C1=C(C=NC=C1Br)N)Cl)=O)C(F)(F)F